N1(CCC1)C1=NC=C(C=N1)C(C)=O 1-(2-(azetidin-1-yl)pyrimidin-5-yl)ethanone